CC=1C=CC=C2C(NC(C12)=O)=O 7-methyl-isoindole-1,3(2H)-dione